2-oxo-4-phenyl-2H-pyran-6-carboxamide O=C1OC(=CC(=C1)C1=CC=CC=C1)C(=O)N